(pyrazine-2-formamide) tert-butyl-propionate C(C)(C)(C)OC(CC)=O.N1=C(C=NC=C1)C(=O)N